2-(2,6-dioxopiperidin-3-yl)-5-(4-((1-((3-(4-(trifluoromethoxy)phenyl)-1H-indol-5-yl)methyl)piperidin-4-yl)methyl)piperazin-1-yl)isoindoline-1,3-dione O=C1NC(CCC1N1C(C2=CC=C(C=C2C1=O)N1CCN(CC1)CC1CCN(CC1)CC=1C=C2C(=CNC2=CC1)C1=CC=C(C=C1)OC(F)(F)F)=O)=O